C(C1=CC=CC=C1)OC=1C=C(C(=O)O)C=C(C1)OC 3-(benzyloxy)-5-methoxybenzoic acid